C(C1=CC=CC=C1)[N+](=CC1=CC=C(C=C1)C(F)(F)F)[O-] N-benzyl-alpha-(4-(trifluoromethyl)phenyl)nitrone